BrC1=C(C(=CC=C1Cl)C1=CC=CC=C1)O bromo-4-chloro-[1,1'-biphenyl]-2-ol